C(=O)NC[C@H](C(=O)OC1CCCCC1)[C@@H](C)O cyclohexyl (2S,3R)-2-formylaminomethyl-3-hydroxybutyrate